C(C)(C)=C1CC(C(=CC1O)O)=C(C)C diisopropylideneresorcin